N[C@@H](CC(=O)N1CC=2N(CC1)C(=NC2C(=O)NC2CC1(CN(C1)C)C2)C(F)(F)F)CC2=C(C=C(C(=C2)F)F)F (R)-7-(3-amino-4-(2,4,5-trifluorophenyl)butanoyl)-N-(2-methyl-2-azaspiro[3.3]heptan-6-yl)-3-(trifluoromethyl)-5,6,7,8-tetrahydroimidazo[1,5-a]pyrazine-1-carboxamide